C(C1=CC=CC=C1)(=O)N1CC(C1)CN1C(=NC2=C1C(=CC(=C2)C(=O)O)Cl)C2=CC=1C(=NC=CC1)N2CC2CC2 1-((1-benzoylazetidin-3-yl)methyl)-7-chloro-2-(1-(cyclopropylmethyl)-1H-pyrrolo[2,3-b]pyridin-2-yl)-1H-benzo[d]imidazole-5-carboxylic acid